2-chloro-3-nitro-4-(1-(tetrahydro-2H-pyran-2-yl)-1H-pyrazol-3-yl)pyridine ClC1=NC=CC(=C1[N+](=O)[O-])C1=NN(C=C1)C1OCCCC1